2-(2,4-dihydroxyphenyl)-1,3-thiazolidine-4-carboxylic acid OC1=C(C=CC(=C1)O)C1SCC(N1)C(=O)O